2-oxo-2-[rac-(2S,5R)-4-ethyl-5-methyl-2-phenyl-piperazin-1-yl]acetamide O=C(C(=O)N)N1[C@H](CN([C@@H](C1)C)CC)C1=CC=CC=C1 |r|